(2S,3S)-3-(((S)-1-((2-fluorobenzyl)amino)-4-methyl-1-oxopentan-2-yl)carbamoyl)oxirane-2-carboxylic acid FC1=C(CNC([C@H](CC(C)C)NC(=O)[C@@H]2[C@H](O2)C(=O)O)=O)C=CC=C1